C1(CCCCC1)C1=CC=C(C=C1)NC=1C2=C(N=C(N1)N1C[C@H](OCC1)C)N=CC(=C2)C(=O)N (R)-4-((4-cyclohexylphenyl)amino)-2-(2-methylmorpholino)pyrido[2,3-d]pyrimidine-6-carboxamide